CC1=CC=CC(=N1)C1=C(N=CN1)C=1C=C2C=C(C=NC2=CC1)C=1SC=C(N1)C(=O)OCCN1CCNCC1 2-piperazin-1-ylethyl 2-[6-[5-(6-methyl-2-pyridyl)-1H-imidazol-4-yl]-3-quinolyl]thiazole-4-carboxylate